ClC=1C=C(C=CC1)C1(NC=CC=N1)C1=CC=CC=C1 2-(3-chlorophenyl)-2-phenylpyrimidine